C(=O)C=1C=C(C(=NC1)C(=O)OC)C methyl 5-formyl-3-methylpicolinate